2-chloro-4-(3-(naphthalen-1-yl)phenyl)-6-phenyl-1,3,5-triazine ClC1=NC(=NC(=N1)C1=CC(=CC=C1)C1=CC=CC2=CC=CC=C12)C1=CC=CC=C1